(1R)-1-{3-[5-Fluoro-2-(trifluoromethyl)phenyl]-1,2,4-oxadiazol-5-yl}-6-azaspiro[2.5]octan-6-sulfonamid FC=1C=CC(=C(C1)C1=NOC(=N1)[C@@H]1CC12CCN(CC2)S(=O)(=O)N)C(F)(F)F